2-(2,5-dimethylpyridin-4-yl)-5-(1-isobutylpiperidin-4-yl)-3-isopropyl-1H-indole CC1=NC=C(C(=C1)C=1NC2=CC=C(C=C2C1C(C)C)C1CCN(CC1)CC(C)C)C